dioctadecyl-Pentaerythritol Diphosphite OP(O)OP(O)O.C(CCCCCCCCCCCCCCCCC)C(O)(C(CO)(CO)CO)CCCCCCCCCCCCCCCCCC